N1(N=CN=C1)C[C@@H]1OC[C@@H](N(C1)C1CCN(CC1)C(=O)OC(C)(C)C)CC1=CC=C(C=C1)Cl tert-butyl 4-((2R,5S)-2-((1H-1,2,4-triazol-1-yl)methyl)-5-(4-chlorobenzyl)-morpholino)piperidine-1-carboxylate